5-bromo-3-(2,5-dimethyl-1H-pyrrol-1-yl)-1-(p-tolyl)-1H-pyrazole BrC1=CC(=NN1C1=CC=C(C=C1)C)N1C(=CC=C1C)C